N-(1,1'-biphenyl-5'-yl)-N-(4-cyclohexylphenyl)-9,9-dimethyl-9H-fluoren-2-amine C1(=CC=CC=C1)C1=CC=CC(=C1)N(C1=CC=2C(C3=CC=CC=C3C2C=C1)(C)C)C1=CC=C(C=C1)C1CCCCC1